N1CSC=2C=NC(=CC21)C(=O)N2[C@H](CN(CC1=C2C=CC=C1)S(=O)(=O)C(F)(F)F)CCC1=CC=CC=C1 (S)-(1,2-dihydrothiazolo[5,4-c]pyridin-6-yl)(2-phenethyl-4-((trifluoromethyl)sulfonyl)-2,3,4,5-tetrahydro-1H-benzo[e][1,4]diazepin-1-yl)methanone